benzyl ((2S,3R,4R)-1-acetyl-6-((2-((tert-butyldimethylsilyl)oxy) ethyl)carbamoyl)-2,3-dimethyl-1,2,3,4-tetrahydroquinolin-4-yl)carbamate C(C)(=O)N1[C@H]([C@@H]([C@H](C2=CC(=CC=C12)C(NCCO[Si](C)(C)C(C)(C)C)=O)NC(OCC1=CC=CC=C1)=O)C)C